2-{8-[(2,5-difluoro-4-methylphenyl)methyl]-3-(methoxymethyl)imidazo[1,2-a]pyrazin-6-yl}-5-fluoropyrimidin-4-ol FC1=C(C=C(C(=C1)C)F)CC=1C=2N(C=C(N1)C1=NC=C(C(=N1)O)F)C(=CN2)COC